CO[C@H]1[C@@H](COCC1)NCC1=NC=C(C=C1)C1=CC=CC=C1 (3R,4R)-4-methoxy-N-((5-phenylpyridin-2-yl)methyl)tetrahydro-2H-pyran-3-amine